C1(CC1)N1CCN(CC1)C(=O)C=1C=CC(=NC1)NC1=C2C(=NC(=C1)OC=1C(=CC(=NC1)C#N)C)N(C=N2)C 5-[7-[[5-(4-cyclopropylpiperazine-1-carbonyl)pyridin-2-yl]amino]-3-methylimidazo[4,5-b]pyridin-5-yl]oxy-4-methylpyridine-2-carbonitrile